CC1=CC=C(C=C(C(=O)OC)C#N)C=C1 methyl 4-methyl-α-cyanocinnamate